(R)-4-(2,4-dimethoxyphenyl)-N-(1-methylpiperidin-3-yl)phthalazin-1-amine COC1=C(C=CC(=C1)OC)C1=NN=C(C2=CC=CC=C12)N[C@H]1CN(CCC1)C